tert-butyl 4-[3-(2,6-dioxo-3-piperidyl)-1-methyl-indazol-6-yl]-4-fluoro-piperidine-1-carboxylate O=C1NC(CCC1C1=NN(C2=CC(=CC=C12)C1(CCN(CC1)C(=O)OC(C)(C)C)F)C)=O